FC(COC=1C(=NC=C(C1)F)OC1=CC=C2C(=N1)N(C(=N2)C(=O)NC2(CCS(CC2)(=O)=O)C)C)F 5-((3-(2,2-Difluoroethoxy)-5-fluoropyridin-2-yl)oxy)-3-methyl-N-(4-methyl-1,1-dioxidotetrahydro-2H-thiopyran-4-yl)-3H-imidazo[4,5-b]pyridine-2-carboxamide